4-(2-chloroacetyl)-phenylenedimethanamine ClCC(=O)C1=CC(=C(C=C1)CN)CN